5-bromo-1-{4-[(4-methoxyphenyl)methoxy]butyl}-4-methyl-1H-benzotriazole BrC1=C(C2=C(N(N=N2)CCCCOCC2=CC=C(C=C2)OC)C=C1)C